(4S)-4-[(2-methylpropan-2-yl)oxycarbonylamino]-5-oxo-5-phenylmethoxypentanoic acid CC(C)(C)OC(=O)N[C@@H](CCC(=O)O)C(OCC1=CC=CC=C1)=O